CC(C)C[O-].[Al+3].CC(C)C[O-].CC(C)C[O-] aluminum iso-butoxide